C(C=C)N1C(C2=NC(=CC=C2C1=O)NC1=NC=C(C(=N1)N[C@H](CO)C1=CC=CC=C1)C=1OC(=NN1)C1=NC=CC=C1)(C)C (S)-6-allyl-2-((4-((2-hydroxy-1-phenylethyl)amino)-5-(5-(pyridin-2-yl)-1,3,4-oxadiazol-2-yl)pyrimidin-2-yl)amino)-7,7-dimethyl-6,7-dihydro-5H-pyrrolo[3,4-b]pyridin-5-one